4-(3,5-difluorophenyl)-3-azabicyclo[3.1.0]hexan-2-one FC=1C=C(C=C(C1)F)C1NC(C2CC12)=O